NC1=C(C=NN1C)S(=O)(=O)NC=1C=CC(=C2C(=NNC12)C#N)C 5-amino-N-(3-cyano-4-methyl-1H-indazol-7-yl)-1-methyl-pyrazol-4-sulfonamide